N1=CC=C2N1C=CC(=N2)C2=CNC=1N=C(N=CC12)NC1=CC=NC=C1 5-(pyrazolo[1,5-a]pyrimidin-5-yl)-N-(pyridin-4-yl)-7H-pyrrolo[2,3-d]pyrimidin-2-amine